C1(CC1)C=1C(=NC(=NC1)Cl)Cl 5-cyclopropyl-2,4-dichloropyrimidine